ClC1=NC=C(C(=N1)NC=1C=NC2=CC=CC=C2C1P(C)(C)=O)Cl (3-((2,5-dichloropyrimidin-4-yl)amino)quinolin-4-yl)dimethylphosphine oxide